1-(2,4,6-trichlorophenylpropan-2-yl)-1H-pyrazole-4-carboxamide ClC1=C(C(=CC(=C1)Cl)Cl)CC(C)N1N=CC(=C1)C(=O)N